NC1=NC(=NC=C1CC1=C(C=C(C(=C1)OC)OC)C(C)C)NCC(C)(O)C 1-[4-Amino-5-(2-isopropyl-4,5-dimethoxy-benzyl)-pyrimidin-2-ylamino]-2-methyl-propan-2-ol